tert-butyl (1R,3s,5S)-3-((8-bromo-6H-isochromeno[3,4-b]pyridin-3-yl)oxy)-8-azabicyclo[3.2.1]octane-8-carboxylate BrC=1C=CC2=C(C1)COC1=NC(=CC=C12)OC1C[C@H]2CC[C@@H](C1)N2C(=O)OC(C)(C)C